[N+](=O)(O)[O-].N[C@@H](CCC)C(=O)O Norvaline Nitrate